phenyl 2-hydroxy-5-(pentafluoro-λ6-sulfaneyl)benzoate OC1=C(C(=O)OC2=CC=CC=C2)C=C(C=C1)S(F)(F)(F)(F)F